C(CCCCCCCCCCCCC)C(CO)(O)CO monotetradecylglycerol